N-(1-benzylpiperidin-4-yl)-N-(4-methylphenyl)-2-furoamide C(C1=CC=CC=C1)N1CCC(CC1)N(C(=O)C=1OC=CC1)C1=CC=C(C=C1)C